2-amino-3-((S)-2-oxopiperidin-3-yl)propanamide hydrochloride Cl.NC(C(=O)N)C[C@H]1C(NCCC1)=O